(3-(methylsulfonyl)phenyl)-2-(4-(trifluoromethyl)phenyl)Azole-4-carboxylic acid ethyl ester C(C)OC(=O)C=1C(=C(NC1)C1=CC=C(C=C1)C(F)(F)F)C1=CC(=CC=C1)S(=O)(=O)C